C(C1=CC=CC=C1)N1[C@@H]2CC[C@H]([C@H](C1)OC1=CC=C(C=C1)OC)C2 (1R,4R,5S)-2-benzyl-4-(p-methoxyphenoxy)-2-azabicyclo[3.2.1]octane